O1[C@H](COC2=C1C=CC=C2)C2=CC=C(C=C2)C(C)N2CCOCC2 4-(1-{4-[(2S)-2,3-dihydro-1,4-benzodioxin-2-yl]phenyl}ethyl)morpholine